BrC1=CC=C(C=C1)C1=NC(=NC(=C1C=1C=NC=CC1)C1=CC=CC=C1)C1=CC=CC=C1 4-(4-bromophenyl)-2,6-diphenyl-5-(pyridin-3-yl)pyrimidine